[2-({[(3-fluoro(2-pyridyl))cyclobutyl]methyl}amino)pyrimidin-5-yl]-N-(6-methoxy(3-pyridyl))carboxamide FC=1C(=NC=CC1)C1(CCC1)CNC1=NC=C(C=N1)C(=O)NC=1C=NC(=CC1)OC